CCCCCC(=O)[O-].[Na+] sodium n-caproate